FC(C(OC(C(OC(=C(F)F)F)(F)F)(C(F)(F)F)F)(F)F)(F)F Perfluoro-3,6-dioxa-4-methyl-7-octen